2,6-dibromo-3-cyanopyridine BrC1=NC(=CC=C1C#N)Br